2'-methyl-guanosine C[C@@]1([C@@H](O[C@@H]([C@H]1O)CO)N1C=NC=2C(=O)NC(N)=NC12)O